(tert-butoxycarbonyl)-3-(2-methoxyethyl)pyrrolidine-3-carboxylic acid C(C)(C)(C)OC(=O)N1CC(CC1)(C(=O)O)CCOC